C1=CC(=CC=2C3=CC=CC=C3NC12)B1OC(C)(C)C(C)(C)O1 (9H-carbazol-3-yl)boronic acid pinacol ester